3-((R)-1-amino-2-hydroxyethyl)pyrrolidine-1-carboxylate N[C@@H](CO)C1CN(CC1)C(=O)[O-]